ClC1=C2C(=C[C@@]3(C2=CC=C1)CC(CCC3)=O)C (1S)-4'-chloro-3'-methyl-3-oxospiro[cyclohexane-1,1'-indene]